4-[1-(3,4-dihydro-2H-1-benzothiopyran-8-yl)vinyl]-1H-imidazole S1CCCC2=C1C(=CC=C2)C(=C)C=2N=CNC2